3,4-bis(4-nitro-1,2,5-oxadiazol-3-yl)-1,2,5-oxadiazole-N-oxide [N+](=O)([O-])C=1C(=NON1)C1=[N+](ON=C1C1=NON=C1[N+](=O)[O-])[O-]